di[4-(diphenylamino)styryl]biphenyl C1(=CC=CC=C1)N(C1=CC=C(C=CC2=CC=C(C=C2)C2=CC=C(C=C2)C=CC2=CC=C(C=C2)N(C2=CC=CC=C2)C2=CC=CC=C2)C=C1)C1=CC=CC=C1